CC=1C=CC(=NC1)N (5-methyl-pyridin-2-yl)-amine